tert-butyl 3-(3-(2-chloro-5-fluoropyrimidin-4-yl) phenyl)-2,2-dimethylpropionate ClC1=NC=C(C(=N1)C=1C=C(C=CC1)CC(C(=O)OC(C)(C)C)(C)C)F